ClC=1C=CC(=C(C1)N1C(C(N(CC1)[C@H](C(=O)NC=1C=C2C(NCC2=CC1)=O)CC1=CC=CC=C1)=O)=O)N1N=NN=C1 (S)-2-(4-(5-chloro-2-(1H-tetrazol-1-yl)phenyl)-2,3-dioxopiperazin-1-yl)-N-(3-oxoisoindolin-5-yl)-3-phenylpropanamide